CC(C(=O)O)CCC 2-methylpentanoic acid